N,N'-bis(2,5-di-tert-butylphenyl)-3,4,9,10-perylenedicarboximide CC(C)(C)C1=CC(=C(C=C1)C(C)(C)C)N2C(=O)C3=C4C(=CC=C5C4=C(C=C3)C6=C7C5=CC=C8C7=C(C=C6)C(=O)N(C8=O)C9=C(C=CC(=C9)C(C)(C)C)C(C)(C)C)C2=O